2-(chloromethyl)-7-methylthieno[3,2-d]pyrimidin-4(3H)-one ClCC=1NC(C2=C(N1)C(=CS2)C)=O